COC(=O)[C@H]1N(C[C@@H](C1)SC)C(=O)OC(C)(C)C (2S,4R)-4-(methylthio)pyrrolidine-1,2-dicarboxylic acid 1-(tert-butyl) ester 2-methyl ester